C1(CC1)C=1N=NN(C1)[C@H](C(=O)N1[C@@H](C[C@H](C1)O)C(=O)NC(C(=O)N1C(CC2=CC=CC=C12)C)C)C(C)(C)C (2S,4R)-1-[(2S)-2-(4-cyclopropyltriazol-1-yl)-3,3-dimethyl-butanoyl]-4-hydroxy-N-[1-methyl-2-(2-methylindolin-1-yl)-2-oxo-ethyl]pyrrolidine-2-carboxamide